ClC1=CC=C(C=C1)C1=CC(=CC(=C1)C)C 4'-chloro-3,5-dimethyl-1,1'-biphenyl